BrC=1OC2=C(C1C1CCC1)C=C(C(=C2)F)C#N 2-bromo-3-cyclobutyl-6-fluorobenzofuran-5-carbonitrile